(2,7-dimethyl-2H-indazol-5-yl)boronic acid CN1N=C2C(=CC(=CC2=C1)B(O)O)C